CC1=C(C(=C(C(=C1C1=CC(=C(C(=C1)C(C)(C)C)O)C(C)(C)C)C)C1=CC(=C(C(=C1)C(C)(C)C)O)C(C)(C)C)C)C1=CC(=C(C(=C1)C(C)(C)C)O)C(C)(C)C 1,3,5-trimethyl-2,4,6-tris-(3,5-di-tert-butyl-4-hydroxy-phenyl)benzene